3-(6-(4-(2-(4-((6-(benzyloxy)-2-(4-(methylsulfonyl)phenyl)naphthalen-1-yl)oxy)phenoxy)ethyl)piperazin-1-yl)-1-oxoisoindol-2-yl)piperidine C(C1=CC=CC=C1)OC=1C=C2C=CC(=C(C2=CC1)OC1=CC=C(OCCN2CCN(CC2)C2=CC=C3CN(C(C3=C2)=O)C2CNCCC2)C=C1)C1=CC=C(C=C1)S(=O)(=O)C